FC=1C(=NC=C(C#N)C1)OCCOC 5-fluoro-6-(2-methoxyethoxy)nicotinonitrile